3-Chloro-6-(6-chlorobenzo[d][1,3]dioxol-5-yl)-5-fluoropicolinic acid ClC=1C(=NC(=C(C1)F)C1=CC2=C(OCO2)C=C1Cl)C(=O)O